NC1=C(C(=NN1C1=CC=C(N=N1)C(=O)OCC)C1=CC=CC=C1)CC1=CC=C(C=C1)S(N)(=O)=O ethyl 6-(5-amino-3-phenyl-4-(4-sulfamoylbenzyl)-1H-pyrazol-1-yl)pyridazine-3-carboxylate